11-bromo-N-(5-methoxypyridin-3-yl)-7-thia-2,5,9-triazatricyclo[6.4.0.02,6]dodeca-1(12),3,5,8,10-pentaene-4-carboxamide BrC1=CN=C2SC3=NC(=CN3C2=C1)C(=O)NC=1C=NC=C(C1)OC